1,1,1,3,3,3-Hexafluoropropan-2-yl (S)-1-(((4-methyltetrahydro-2H-pyran-4-yl)methyl)carbamoyl)-6-azaspiro[2.5]octan-6-carboxylat CC1(CCOCC1)CNC(=O)[C@H]1CC12CCN(CC2)C(=O)OC(C(F)(F)F)C(F)(F)F